(S)-2,6-diamino-N-(3',5-diamyl-2,4'-dihydroxy-[1,1'-biphenyl]-3-yl)hexanamide N[C@H](C(=O)NC=1C(=C(C=C(C1)CCCCC)C1=CC(=C(C=C1)O)CCCCC)O)CCCCN